3-{[(7R,8aS)-2-{5-methyl-6-phenyl-5H-pyrrolo[2,3-b]pyrazine-7-carbonyl}-octahydropyrrolo[1,2-a]pyrazin-7-yl]oxy}-2-(trifluoromethyl)pyridine CN1C(=C(C=2C1=NC=CN2)C(=O)N2C[C@H]1N(CC2)C[C@@H](C1)OC=1C(=NC=CC1)C(F)(F)F)C1=CC=CC=C1